[C@@H](C)(CC)OC1=NC(=NC=C1I)N (R)-4-(sec-butoxy)-5-iodopyrimidin-2-amine